5-chlorio-2-({[3-(furan-3-yl)phenoxy]acetyl}amino)benzoic acid ClC=1C=CC(=C(C(=O)O)C1)NC(COC1=CC(=CC=C1)C1=COC=C1)=O